C(C)OC(=O)C=1C(=NN(N1)COCC[Si](C)(C)C)C=1CCN(CC1)C(=O)OC(C)(C)C tert-butyl 4-(5-(ethoxycarbonyl)-2-((2-(trimethylsilyl) ethoxy) methyl)-2H-1,2,3-triazol-4-yl)-3,6-dihydropyridine-1(2H)-carboxylate